L(+)-leucinol CC(C)C[C@@H](CO)N